1,2,3-cyclohexanetriamine C1(C(C(CCC1)N)N)N